(1-(3-bromo-2,5-difluorophenyl)ethyl)carbamate BrC=1C(=C(C=C(C1)F)C(C)NC([O-])=O)F